6-hydroxy-1-[(cis)-3-hydroxy-3-methylcyclobutyl]-3,4-dihydro-1,8-naphthyridin-2-one OC=1C=C2CCC(N(C2=NC1)C1CC(C1)(C)O)=O